1-(methylsulfonyl)-4-(4-nitro-2-(trifluoromethyl)benzyl)piperazine CS(=O)(=O)N1CCN(CC1)CC1=C(C=C(C=C1)[N+](=O)[O-])C(F)(F)F